CC(CCCCC[Mg])C.[Br] Bromine (6-methylheptyl)magnesium